FC=1C=C(C=CC1OC1=CC(=NC2=CC(=CC=C12)OCCCN1CCOCC1)C(NC)=O)NC(=O)C1=C2C(=CN(C1=O)C1=CC=C(C=C1)F)CCO2 N-(3-fluoro-4-{[(methylcarbamoyl)-7-(3-morpholinopropoxy)quinolin-4-yl]oxy}phenyl)-5-(4-fluorophenyl)-6-oxo-2,3,5,6-tetrahydrofuro[3,2-c]pyridine-7-carboxamide